(6S)-6-tert-butyl-N-(3-morpholin-4-yl-1-phenylpropyl)-5,6,7,8-tetrahydrothieno[2,3-b]quinoline-2-carboxamide C(C)(C)(C)[C@@H]1CC=2C=C3C(=NC2CC1)SC(=C3)C(=O)NC(CCN3CCOCC3)C3=CC=CC=C3